ClC=1C=C(C=C(C1)NS(=O)(=O)C)NC(=O)C=1SC(=C(C1)C1=NC=C(C=C1OCC1=CC(=CC(=C1)C(C)(C)O)F)F)C N-(3-chloro-5-(methylsulfonamido)phenyl)-4-(5-fluoro-3-((3-fluoro-5-(2-hydroxypropan-2-yl)benzyl)oxy)pyridin-2-yl)-5-methylthiophene-2-carboxamide